(2R)-4-((3-(2,6-dichlorophenyl)-5-isopropylisoxazol-4-yl)methyl)-2-methylpiperidine-1-carboxylic acid tert-butyl ester C(C)(C)(C)OC(=O)N1[C@@H](CC(CC1)CC=1C(=NOC1C(C)C)C1=C(C=CC=C1Cl)Cl)C